rac-tert-butyl (3-methyl-5-(2-((2R,5S)-5-methyl-2-(1H-thieno[3,2-c]pyrazol-5-yl)piperidin-1-yl)-2-oxoacetamido)pyridin-2-yl)carbamate CC=1C(=NC=C(C1)NC(C(=O)N1[C@H](CC[C@@H](C1)C)C1=CC=2NN=CC2S1)=O)NC(OC(C)(C)C)=O |r|